ferrocenyl chloride [C-]1(C=CC=C1)Cl.[CH-]1C=CC=C1.[Fe+2]